2-((5-bromo-2-hydroxypyridin-3-yl)oxy)-1-(6-cyclopropylpyridin-3-yl)ethan-1-one BrC=1C=C(C(=NC1)O)OCC(=O)C=1C=NC(=CC1)C1CC1